N-[(3R,4R)-4-[4-(2-fluoro-6-hydroxybenzoyl)benzamido]pyrrolidin-3-yl]-1H-indazole-5-carboxamide FC1=C(C(=O)C2=CC=C(C(=O)N[C@H]3[C@@H](CNC3)NC(=O)C=3C=C4C=NNC4=CC3)C=C2)C(=CC=C1)O